3-((6,6-bis((7,7,8,8,8-pentafluorooctyl)oxy)hexanoyl)oxy)-2-(hydroxymethyl)propyl (9Z,12Z)-octadeca-9,12-dienoate C(CCCCCCC\C=C/C\C=C/CCCCC)(=O)OCC(COC(CCCCC(OCCCCCCC(C(F)(F)F)(F)F)OCCCCCCC(C(F)(F)F)(F)F)=O)CO